(S*)-7-Fluoro-6-(5-(1-hydroxyethyl)-1-methyl-1H-1,2,4-triazol-3-yl)-4-isopropyl-2-(o-tolyl)isoquinolin-1(2H)-one FC1=C(C=C2C(=CN(C(C2=C1)=O)C1=C(C=CC=C1)C)C(C)C)C1=NN(C(=N1)[C@H](C)O)C |o1:27|